O=C(C(=O)[O-])[C@H](CC)C (S)-2-keto-3-methyl-valerate